(1S,3aS,6aR)-2-(2-(3-chlorophenyl)-2,2-difluoroacetyl)-N-((R)-4-fluoro-3-oxo-1-((S)-2-oxopyrrolidin-3-yl)butan-2-yl)octahydrocyclopenta[c]pyrrole-1-carboxamide ClC=1C=C(C=CC1)C(C(=O)N1[C@@H]([C@H]2[C@@H](C1)CCC2)C(=O)N[C@H](C[C@H]2C(NCC2)=O)C(CF)=O)(F)F